ClC=1C=C(C=NC1N1N=CC=N1)NC(=O)C=1C=NN(C1C(F)(F)F)C1=CN=C(C2=CC=CC=C12)[C@H]1OCCC1 (S)-N-(5-Chloro-6-(2H-1,2,3-triazol-2-yl)pyridin-3-yl)-1-(1-(tetrahydrofuran-2-yl)isochinolin-4-yl)-5-(trifluoromethyl)-1H-pyrazol-4-carboxamid